C(C)(C)(C)OC(=O)N1CCC(=CC1)C1=CC2=C(N=N1)N(C(=C2C=C)C2=CC(=C(C=C2)OC)OC)COCC[Si](C)(C)C 4-(6-(3,4-Dimethoxyphenyl)-7-((2-(trimethylsilyl)ethoxy)methyl)-5-vinyl-7H-pyrrolo[2,3-c]pyridazin-3-yl)-3,6-dihydropyridine-1(2H)-carboxylic acid tert-butyl ester